N-(8-nitro-4-oxothiochroman-5-yl)acetamide [N+](=O)([O-])C=1C=CC(=C2C(CCSC12)=O)NC(C)=O